methyl 2-amino-2,3-dihydro-1H-indene-2-carboxylate NC1(CC2=CC=CC=C2C1)C(=O)OC